CC(CCCO)C 4-methyl-1-pentyl alcohol